FC1=CC(=CC2=CN(N=C12)C)C1=CC=C2C=C(C=NC2=N1)N([C@H]1CN(CC1)C(=O)OC(C)(C)C)C tert-butyl (3R)-3-{[7-(7-fluoro-2-methylindazol-5-yl)-1,8-naphthyridin-3-yl](methyl)amino}pyrrolidine-1-carboxylate